ClC1=C(NC2=C(C#N)C=CC=C2)C=CC=C1[C@]1(NC(N(C(C1)=O)C1CCOCC1)=N)C 2-{2-Chloro-3-[(4S)-2-imino-4-methyl-6-oxo-1-(tetrahydropyran-4-yl)hexahydropyrimidin-4-yl]anilino}benzonitrile